N1-(3-(9H-pyrido[2,3-b]indol-9-yl)phenyl)-N2-([1,1':3',1''-terphenyl]-2'-yl-2,2'',3,3'',4,4'',5,5'',6,6''-d10)benzene-1,2-diamine N1=CC=CC2=C1N(C1=CC=CC=C21)C=2C=C(C=CC2)NC=2C(=CC=CC2)NC2=C(C=CC=C2C2=C(C(=C(C(=C2[2H])[2H])[2H])[2H])[2H])C2=C(C(=C(C(=C2[2H])[2H])[2H])[2H])[2H]